C(C(C)(C)C)(=O)OC=1C=CC2=C(S(CCC=C2)C2=CC=C(C=C2)CC2CN(CC2)CCCF)C1 S-(4-((1-(3-Fluoropropyl)pyrrolidin-3-yl)methyl)phenyl)-2,3-dihydrobenzo[b]thiepin-8-yl pivalate